FC(C1CC1)F 2-(difluoromethyl)cyclopropane